COC1=C(C=C(C=C1)C(F)(F)F)C=1N(C=CC1)C(=O)OC(C)(C)C tert-butyl 2-(2-methoxy-5-(trifluoromethyl)phenyl)-1H-pyrrole-1-carboxylate